CS(=O)(=O)OCC=1C=2N(C=C(N1)C)C=C(N2)NC(=O)OC(C)(C)C [2-(tert-butoxycarbonylamino)-6-methyl-imidazo[1,2-a]pyrazin-8-yl]methyl methanesulfonate